5,15-di(3,5-dioctyloxyphenyl)-10,20-dibromoporphyrin C(CCCCCCC)OC=1C=C(C=C(C1)OCCCCCCCC)C=1C2=CC=C(N2)C(=C2C=CC(C(=C3C=CC(=C(C=4C=CC1N4)Br)N3)C3=CC(=CC(=C3)OCCCCCCCC)OCCCCCCCC)=N2)Br